NC1=C2C(=NC(=N1)F)N(N=C2C)[C@@H]2C[C@@H]([C@](O2)(CO)C#C)O (2r,3s,5s)-5-(4-amino-6-fluoro-3-methyl-1H-pyrazolo[3,4-d]pyrimidin-1-yl)-2-ethynyl-2-(hydroxymethyl)tetrahydrofuran-3-ol